3-((2S)-3-(8-(3-(2,4-dimethylthiazol-5-yl)phenylsulfonyl)-1-oxa-8-azaspiro[4.5]decan-3-ylamino)-2-hydroxypropoxy)-N-methylbenzenesulfonamide CC=1SC(=C(N1)C)C=1C=C(C=CC1)S(=O)(=O)N1CCC2(CC(CO2)NC[C@@H](COC=2C=C(C=CC2)S(=O)(=O)NC)O)CC1